3-[1-(benzyloxycarbonylamino)-2-oxo-ethyl]pyrrolidine-1-carboxylic acid tert-butyl ester C(C)(C)(C)OC(=O)N1CC(CC1)C(C=O)NC(=O)OCC1=CC=CC=C1